FC1=C(C=CC=C1)C=CC=CC(=O)[O-] 5-(2-fluorophenyl)-2,4-pentadienoate